Cl.C(C)(=O)OC1C(OC(C1OC(C)=O)N1C(=NC2=C1C=C(C(=C2)Cl)Cl)NC(C)C)COC(C)=O 2-(acetoxymethyl)-5-(5,6-dichloro-2-(isopropylamino)-1H-benzo[d]imidazol-1-yl)tetrahydrofuran-3,4-diyl diacetate hydrochloride